(R)-1-(5-(Benzyloxy)-3-chloro-2-fluoropyridin-4-yl)pent-4-en-1-amine C(C1=CC=CC=C1)OC=1C(=C(C(=NC1)F)Cl)[C@@H](CCC=C)N